2-chloro-N-(2-fluoro-6-(hydroxymethyl)phenyl)acetamide methyl-5-benzyl-3-[[(1-phenylcyclopropanecarbonyl)amino]methyl]-4H-isoxazole-5-carboxylate COC(=O)C1(CC(=NO1)CNC(=O)C1(CC1)C1=CC=CC=C1)CC1=CC=CC=C1.ClCC(=O)NC1=C(C=CC=C1CO)F